trimethyl-[3-(triethoxysilyl)propyl] hydroxide CC(CC([Si](OCC)(OCC)OCC)(C)C)O